C(C)(C)(C)OC(=O)N1N=C(C=2C1=CN=CC2)C=2C=NC(=CC2)Cl 3-(6-chloropyridin-3-yl)-1H-pyrazolo[3,4-c]pyridine-1-carboxylic acid tert-butyl ester